o-hydroxytoluene CC1=CC=CC=C1O